NC1=NC=CC(=N1)C=1C=C(C=C(C1)Cl)C1N(CCC(C1)(F)F)C(C=C)=O 1-(2-(3-(2-aminopyrimidin-4-yl)-5-chlorophenyl)-4,4-difluoropiperidin-1-yl)prop-2-en-1-one